dimethylsilyl-(bis-indenyl) zirconium dichloride [Cl-].[Cl-].C[SiH](C)[Zr+2](C1C=CC2=CC=CC=C12)C1C=CC2=CC=CC=C12